C(C#C)N1C[C@H](CC1)O (S)-1-(prop-2-yn-1-yl)pyrrolidin-3-ol